[3-(3-Ethoxy-4-hydroxyphenyl)prop-2-enoyl]phenylpyrrolidin-2-one C(C)OC=1C=C(C=CC1O)C=CC(=O)C1C(N(CC1)C1=CC=CC=C1)=O